Glycinaldehyde NCC=O